bromo-1,3,4-thiadiazol-2-amine BrC1=NN=C(S1)N